C(CCCCCCCCCCC)C1=C(C=CC=C1)O.[Na] sodium dodecylphenol